3-(4-Bromo-2-fluorobenzyl)-4-[dimethyl(phenyl)silyl]-N-(quinolin-8-yl)butanamide BrC1=CC(=C(CC(CC(=O)NC=2C=CC=C3C=CC=NC23)C[Si](C2=CC=CC=C2)(C)C)C=C1)F